(dimethyl)(oxo)[3-(4,4,5,5-tetramethyl-1,3,2-dioxaborolan-2-yl)phenyl]imino-λ6-sulfane CS(=NC1=CC(=CC=C1)B1OC(C(O1)(C)C)(C)C)(=O)C